5-(((1R,3S,5S)-8-(tert-Butoxycarbonyl)-8-azabicyclo[3.2.1]oct-3-yl)amino)-7-chloro-1,6-naphthyridine-3-carboxylic acid methyl ester COC(=O)C=1C=NC2=CC(=NC(=C2C1)NC1C[C@H]2CC[C@@H](C1)N2C(=O)OC(C)(C)C)Cl